C(C)(C)(C)C1=NN=C(O1)C=1C=CC2=C(N(C([C@H](CS2(=O)=O)NC(OC(C)(C)C)=O)=O)CC2=CC=C(C=C2)OC(C(F)F)(F)F)C1 tert-butyl N-[(3R)-7-(5-tert-butyl-1,3,4-oxadiazol-2-yl)-1,1,4-trioxo-5-[[4-(1,1,2,2-tetrafluoroethoxy)phenyl]methyl]-2,3-dihydro-1λ6,5-benzothiazepin-3-yl]carbamate